bis(2-hexyldecyl)6,6'-(pyridin-4-ylazanediyl)dihexanoate C(CCCCC)C(COC(CCCCCN(CCCCCC(=O)OCC(CCCCCCCC)CCCCCC)C1=CC=NC=C1)=O)CCCCCCCC